ClC1=CC=C(C=C1)[C@H](C)NC=1N=CC2=C(N1)N(C(C=C2)=O)CCF 2-{[(1S)-1-(4-chlorophenyl)ethyl]amino}-8-(2-fluoroethyl)pyrido[2,3-d]pyrimidin-7(8H)-one